potassium oleat C(CCCCCCC\C=C/CCCCCCCC)(=O)[O-].[K+]